5-[3-(ethylsulfonyl)-6-iodoimidazo[1,2-a]pyridin-2-yl]-3-methyl-2-(2,2,3,3,3-pentafluoropropoxy)pyrimidin-4(3H)-one C(C)S(=O)(=O)C1=C(N=C2N1C=C(C=C2)I)C=2C(N(C(=NC2)OCC(C(F)(F)F)(F)F)C)=O